4-(4-{1-[1-(bicyclo[1.1.1]pentan-1-yl)-1H-pyrazol-4-yl]-5-chloro-1H-pyrazolo[3,4-b]pyridin-6-yl}piperazin-1-yl)oxolan-3-ol C12(CC(C1)C2)N2N=CC(=C2)N2N=CC=1C2=NC(=C(C1)Cl)N1CCN(CC1)C1C(COC1)O